COC1=CC=C(CN(C(=O)OCCC(CCOC(=O)N(CC2=CC=C(C=C2)OC)CC2=CC=C(C=C2)OC)N(C)C)CC2=CC=C(C=C2)OC)C=C1 1-[bis(4-methoxybenzyl)aminocarbonyloxy]-5-[bis(4-methoxybenzyl)aminocarbonyloxy]-3-(dimethylamino)pentane